(6-{7-[3-(3-fluoro-azetidin-1-yl)-propoxy]-imidazo[1,2-a]pyridin-3-yl}-pyrimidin-4-yl)-[4-(1-methyl-1H-pyrazol-4-yl)-benzyl]-amine FC1CN(C1)CCCOC1=CC=2N(C=C1)C(=CN2)C2=CC(=NC=N2)NCC2=CC=C(C=C2)C=2C=NN(C2)C